S1C(=NC2=C1C=CC=C2)[C@H]2N(CCCC1=C2N=CN1)C(=O)C1=C(N=C(O1)C1(CCC1)O)C(F)(F)F (S)-(4-(benzo[d]thiazol-2-yl)-7,8-dihydroimidazo[4,5-c]azepin-5(1H,4H,6H)-yl)(2-(1-hydroxycyclobutyl)-4-(trifluoromethyl)oxazol-5-yl)methanone